CC1=NC=C(C=N1)C(CC(=O)O)N1CC(C1)OCCCC1=NC=2NCCCC2C=C1 3-(2-methylpyrimidin-5-yl)-3-(3-(3-(5,6,7,8-tetrahydro-1,8-naphthyridin-2-yl)propoxy)azetidin-1-yl)propionic acid